FC=1C=C(C=CC1)C1=C(C(N(C2=CC=CC=C12)OCC)O)N1CCCC1 (3-fluorophenyl)pyrrolidin-1-yl-1-ethoxylquinolin-2-ol